N1(N=NC2=C1C=CC=C2)CC2=CC=C(C=N2)C=2OC(=NN2)C(F)F 2-(6-((1H-benzo[d][1,2,3]triazol-1-yl)methyl)pyridin-3-yl)-5-(difluoromethyl)-1,3,4-oxadiazole